(S)-ethyl 1-(5-guanidino-2-(naphthalene-2-sulfonamido)pentanoyl)piperidine-4-carboxylate N(C(=N)N)CCC[C@@H](C(=O)N1CCC(CC1)C(=O)OCC)NS(=O)(=O)C1=CC2=CC=CC=C2C=C1